C1(CCCC1)N1CCC(CCC1)N1CCC(CC1)C=1C=C2C(=C(NC2=CC1)C1=CC(=NC=C1)OC)CC 5-(1-(1-cyclopentylazacycloheptan-4-yl)piperidin-4-yl)-3-ethyl-2-(2-methoxypyridin-4-yl)-1H-indole